1-(2-methylphenyl)-2-(pyridin-4-yl)-1H-naphthalen CC1=C(C=CC=C1)C1C(C=CC2=CC=CC=C12)C1=CC=NC=C1